N1(CCC(CC1)C(=O)OCC)C(=O)OCC1=CC=CC=C1 1-benzyl 4-ethyl piperidine-1,4-dicarboxylate